OCCN(CC(=O)[O-])C.[K+] potassium N-(2-hydroxyethyl)-N-methyl-glycinate